di(2-butoxyethyl) phthalate C(C=1C(C(=O)OCCOCCCC)=CC=CC1)(=O)OCCOCCCC